2-(4-bromo-2-nitrophenyl)-1-phenylethan-1-ol BrC1=CC(=C(C=C1)CC(O)C1=CC=CC=C1)[N+](=O)[O-]